BrC1=NC=CC(=C1)C=1C(=NN(C1)C(C1=CC=CC=C1)(C1=CC=CC=C1)C1=CC=CC=C1)C1=NC=CC=C1 2-Bromo-4-(3-(pyridin-2-yl)-1-trityl-1H-pyrazol-4-yl)pyridine